C(C)(=O)OCC1=C(C(=NC=C1COC(C)=O)C)OC(CCCCCCCCCCC)=O 3-O-lauroyl-pyridoxine diacetate